N-((4-bromopyridin-2-yl)methyl)-2,2-difluoroacetamide BrC1=CC(=NC=C1)CNC(C(F)F)=O